C(C)(C)N1[C@@](CCC1)(C(=O)NC1=CC(=C(C=C1)C)C(N[C@H](C)C1=CC=CC2=CC=CC=C12)=O)C (S)-1-isopropyl-2-methyl-N-(4-methyl-3-(((R)-1-(naphthalen-1-yl)ethyl)carbamoyl)phenyl)pyrrolidine-2-carboxamide